C(C)(C)(C)OC(=O)N1CC2=CC=C(C=C2CC1)SCC1=CC=CC=C1 6-(benzylthio)-3,4-dihydroisoquinoline-2(1H)-carboxylic acid tert-butyl ester